1,2-dimethyl-6,7,8,9-tetrahydropyrido[1,2-a]pyrrolo[2,3-d]pyrimidin-4(1H)-one CN1C(=CC2=C1N=C1N(C2=O)CCCC1)C